FC1=CC(=C(C=C1)N1C(C(=C(C=C1C)C)C(=O)N)=O)C 1-(4-fluoro-2-methylphenyl)-4,6-dimethyl-2-oxopyridine-3-carboxamide